7-bromo-5-chloro-1-methyl-1H-pyrazolo[4,3-b]pyridin-3-amine BrC1=C2C(=NC(=C1)Cl)C(=NN2C)N